ClC=1C=CC(=C(C1)C1=CC(NC=C1OC)=O)C(CC)=O 4-(5-chloro-2-propionylphenyl)-5-methoxypyridin-2(1H)-one